dibutyl 4,5-epoxy-cyclohexane-1,2-dicarboxylate C1(C(CC2C(C1)O2)C(=O)OCCCC)C(=O)OCCCC